4-oxo-N-({6-[({[1-(2,2,2-trifluoroethyl)-1H-pyrazol-3-yl]methyl}amino)methyl]imidazo[1,2-a]pyridin-2-yl}methyl)-4H-pyrido[1,2-a]pyrimidine-2-carboxamide O=C1C=C(N=C2N1C=CC=C2)C(=O)NCC=2N=C1N(C=C(C=C1)CNCC1=NN(C=C1)CC(F)(F)F)C2